CN1CCC(CC1)C=1SC2=C(N1)C=C(C=C2)C2NC[C@H](CC2)C 2-(1-methyl-4-piperidyl)-5-[(5S)-5-methyl-2-piperidyl]-1,3-benzothiazole